OC[C@H]1O[C@@H]([C@@H]([C@H]([C@@H]1O)O)O)CCC (2R,3S,4R,5R,6R)-2-(hydroxymethyl)-6-propyltetrahydro-2H-pyran-3,4,5-triol